OCCN1CCN(CC1)C1=NC=CC(=C1)NC1=NC=C2C(=N1)N(N=C2NC=2C(=NC=C(C(=O)OCC)C2)C)C ethyl 5-((6-((2-(4-(2-hydroxyethyl)piperazin-1-yl)pyridin-4-yl)amino)-1-methyl-1H-pyrazolo[3,4-d]pyrimidin-3-yl)amino)-6-methylnicotinate